NC=1C=C(C(=O)NC)C=CC1NC1=CC2=C(NC(N2)=O)C=C1 3-amino-N-methyl-4-[(2-oxo-1,3-dihydro-benzimidazol-5-yl)amino]Benzamide